COC1NCC2=CC=CC=C12 methoxyisoindoline